C(C)C=1C=CC(=C(C1)C1(CC1)C(=O)NS(=O)(=O)C=1C=2C=CC(=NC2C=CC1)C)O[C@@H](COC)C 1-(5-ethyl-2-{[(2R)-1-methoxypropan-2-yl]oxy}phenyl)-N-(2-methylquinoline-5-sulfonyl)cyclopropane-1-carboxamide